C1(CC1)CN1N=C2C3=C(CCC2=C1)OC(=C3C)C(=O)NC[C@H]3OCCC3 2-(cyclopropylmethyl)-8-methyl-N-[(2S)-tetrahydrofuran-2-ylmethyl]-4,5-dihydro-2H-furo[2,3-g]indazole-7-carboxamide